NCCCC[C@H]1C(N[C@H](C(N1)=O)CCCCN)=O (3s,6s)-3,6-bis(4-aminobutyl)piperazine-2,5-dione